(1R)-1-{[(tert-butoxy) carbonyl] amino}-3,3-difluoro-8-azaspiro[4.5]decane-8-carboxylate C(C)(C)(C)OC(=O)N[C@@H]1CC(CC12CCN(CC2)C(=O)[O-])(F)F